5-(oxazol-2-yl)-2-(7-(2,2,6,6-tetramethyl-1,2,3,6-tetrahydropyridin-4-yl)imidazo[1,2-a]pyrimidin-2-yl)pyridin-3-ol O1C(=NC=C1)C=1C=C(C(=NC1)C=1N=C2N(C=CC(=N2)C=2CC(NC(C2)(C)C)(C)C)C1)O